N-[(2S,3R)-1-amino-3-hydroxy-1-oxobutan-2-yl]-1-[(S)-1-((2S,3R)-2-amino-3-hydroxybutanoyl)pyrrolidine-2-carbonyl]pyrrolidine-2-carboxamide NC([C@H]([C@@H](C)O)NC(=O)C1N(CCC1)C(=O)[C@H]1N(CCC1)C([C@H]([C@@H](C)O)N)=O)=O